2-Chloro-4-Fluorobenzoic acid ClC1=C(C(=O)O)C=CC(=C1)F